OC1=CN=CC(=N1)C(=O)N1CC2(CCC2)[C@H](C1)C1=CC=CC=C1 (R)-(6-hydroxypyrazin-2-yl)(8-phenyl-6-azaspiro[3.4]octan-6-yl)methanone